COC1=NC=CC(=C1)C1=C(C=2CCC2C=C1)NC(=O)N=[S@@](=O)(N)C=1C=NN2C1OCCC2 (S)-N'-((3-(2-methoxypyridin-4-yl)bicyclo[4.2.0]octa-1(6),2,4-trien-2-yl)carbamoyl)-6,7-dihydro-5H-pyrazolo[5,1-b][1,3]oxazine-3-sulfonimidamide